N-ethyl-N-(1-ethylpiperidin-4-yl)-2-[1-(pyridin-2-yl)-1H-pyrazol-4-yl]-1H-imidazole-4-carboxamide C(C)N(C(=O)C=1N=C(NC1)C=1C=NN(C1)C1=NC=CC=C1)C1CCN(CC1)CC